C1(CC1)C1=NN2C(C=C(C=C2N2CCOCC2)C=2C(=CC(=C(C(=O)OC)C2)F)C)=N1 methyl 5-[2-cyclopropyl-5-(morpholin-4-yl)-[1,2,4]triazolo[1,5-a]pyridin-7-yl]-2-fluoro-4-methylbenzoate